para-toluensulphonic acid CC1=CC=C(C=C1)S(=O)(=O)O